COC=1C(=NC=CC1C1=NN(C=N1)C)NC=1C=C(N=NC1C(NC([2H])([2H])[2H])=O)NC(OC)=O methyl N-(5-{[3-methoxy-4-(1-methyl-1H-1,2,4-triazol-3-yl)pyridin-2-yl]amino}-6-[(2H3)methylcarbamoyl]pyridazin-3-yl)carbamate